C1(=CC=CC2=CC=CC=C12)C1=CC=CC2=CC=CC=C12 (R and S)-1,1'-binaphthyl